2,5-dimethoxy-alpha-benzenesulfonyl-cinnamonitrile COC1=C(C=C(C#N)S(=O)(=O)C2=CC=CC=C2)C=C(C=C1)OC